C1(CC1)C1=NC(=CC=C1S(=O)(=O)N1CC2(C1)CN(C2)CC2COC2)C(F)(F)F 2-((2-cyclopropyl-6-(trifluoromethyl)pyridin-3-yl)sulfonyl)-6-(oxetan-3-ylmethyl)-2,6-diazaspiro[3.3]heptane